NC=1C=NN(C1)CC1=CC=C(N=N1)N1C([C@@H]2C[C@@H]2C1)=O (1R,5S)-3-(6-((4-Amino-1H-pyrazol-1-yl)methyl)pyridazin-3-yl)-3-azabicyclo[3.1.0]hexan-2-one